tert-butyl 3-[(3aR,4R,6R,6aS)-6-{4-amino-5-iodopyrrolo[2,3-d]pyrimidin-7-yl}-2,2-dimethyl-tetrahydro-3aH-cyclopenta[d][1,3]dioxol-4-yl]pyrrolidine-1-carboxylate NC=1C2=C(N=CN1)N(C=C2I)[C@@H]2C[C@@H]([C@@H]1[C@H]2OC(O1)(C)C)C1CN(CC1)C(=O)OC(C)(C)C